BrC1=CC=CC=2N(CCOCC21)C2=NC=1N(C3=C2C=CC(=N3)C(F)(F)F)C(=NN1)C 6-bromo-1-(9-methyl-2-(trifluoromethyl)pyrido[3,2-e][1,2,4]triazolo[4,3-a]pyrimidin-5-yl)-1,2,3,5-tetrahydrobenzo[e][1,4]oxazepine